C(C)(=O)OCOC(=O)C1CC(NC(C1)(CC)CC)(CC)CC 4-acetoxymethoxycarbonyl-2,2,6,6-tetraethylpiperidine